N-[2-[1-[2-[4-[3-[(2,6-dioxo-3-piperidyl)amino]phenyl]-1-piperidyl]acetyl]-4-piperidyl]-7-isopropoxy-imidazo[1,2-a]pyridin-6-yl]-6-(trifluoromethyl)pyridine-2-carboxamide O=C1NC(CCC1NC=1C=C(C=CC1)C1CCN(CC1)CC(=O)N1CCC(CC1)C=1N=C2N(C=C(C(=C2)OC(C)C)NC(=O)C2=NC(=CC=C2)C(F)(F)F)C1)=O